6-((3S,4S)-4-amino-3-methyl-2-oxa-8-azaspiro[4.5]decan-8-yl)-3-(1-(pyridin-4-yl)cyclopropyl)-1,5-dihydro-4H-pyrazolo[3,4-d]pyrimidin-4-one N[C@@H]1[C@@H](OCC12CCN(CC2)C=2NC(C1=C(N2)NN=C1C1(CC1)C1=CC=NC=C1)=O)C